1-(5Z,8Z,11Z,14Z-eicosatetraenoyl)-2-hexadecanoyl-glycero-3-phosphoserine CCCCCCCCCCCCCCCC(=O)O[C@H](COC(=O)CCC/C=C\C/C=C\C/C=C\C/C=C\CCCCC)COP(=O)(O)OC[C@@H](C(=O)O)N